CC1=CC(C(NN1[2H])=O)C1=CC=CC=C1 6-methyl-4-phenyl-2,3-dihydropyridazin-3-one-1-d1